NC(CC)C1=NC(=CC2=C1CN(C2=O)C2=NC(=CC=C2)C2=NN=CN2CCC)C2(CC2)C 4-[(1ξ)-1-aminopropyl]-6-(1-methylcyclopropyl)-2-[6-(4-propyl-4H-1,2,4-triazol-3-yl)pyridin-2-yl]-2,3-dihydro-1H-pyrrolo[3,4-c]pyridin-1-one